2-[2-[3-(Dibenzylamino)-2-fluoro-1,1-dimethyl-propoxy]ethyl]isoindoline C(C1=CC=CC=C1)N(CC(C(OCCN1CC2=CC=CC=C2C1)(C)C)F)CC1=CC=CC=C1